C(C)(C)(C)OC(=O)N(CC#CC1=CC(=C(OCCCC2=C(N=C(S2)N2CCCC3=C2N=NC(=C3C)Cl)C(=O)OC)C=C1)F)C Methyl 5-(3-(4-(3-((tert-butoxycarbonyl)(methyl)amino)prop-1-yn-1-yl)-2-fluorophenoxy)propyl)-2-(3-chloro-4-methyl-6,7-dihydropyrido[2,3-c]pyridazin-8(5H)-yl)thiazole-4-carboxylate